methyl 1-(triphenylmethyl)-1H-pyrazole-4-carboxylate C1(=CC=CC=C1)C(N1N=CC(=C1)C(=O)OC)(C1=CC=CC=C1)C1=CC=CC=C1